IC1=CC=C(N=N1)OC1CC(C1)OC1=CC=C(C=N1)C=1C=CC=2C3=C(N(C2C1)C)C=CN=C3 7-(6-((1r,3r)-3-((6-iodopyridazin-3-yl)oxy)cyclobutoxy)pyridin-3-yl)-5-methyl-5H-pyrido[4,3-b]indole